4-(2-fluoro-6-methoxyphenyl)-6-methyl-N-(5-((5-(oxetan-2-yl)pyridin-2-yl)methoxy)-1,3,4-thiadiazol-2-yl)nicotinamide FC1=C(C(=CC=C1)OC)C1=CC(=NC=C1C(=O)NC=1SC(=NN1)OCC1=NC=C(C=C1)C1OCC1)C